m-[4-(4-fluoro-1-piperidyl)-1,3,5-triaza-6-naphthyl]benzenesulfonamide FC1CCN(CC1)C1=NC=NC2=CC=C(N=C12)C=1C=C(C=CC1)S(=O)(=O)N